4-amino-5-(2-(pyridine-3-yl)ethyl)-2,4-dihydro-3H-1,2,4-triazole-3-thione NN1C(NN=C1CCC=1C=NC=CC1)=S